CC(C(C(=O)OC(COC(CCCCCCCCCCCCCCCCCCC)=O)CO)(C)C)CCCCCCCCC 1-arachidoyl-glycerol methyl-2,2-dimethyldodecanoate